4,4-difluoro-3-(4-methyl-1-oxo-1,3-dihydroisobenzofuran-5-yl)piperidine-1-carboxylic acid tert-butyl ester C(C)(C)(C)OC(=O)N1CC(C(CC1)(F)F)C=1C(=C2COC(C2=CC1)=O)C